FC1=NNC=C1C=1C=CC(=C(C1)O)C1=CC2=C(N=N1)N=C(S2)N2CC1(C2)CCN(CC1)C 5-(3-Fluoro-1H-pyrazol-4-yl)-2-[6-(7-methyl-2,7-diazaspiro[3.5]nonan-2-yl)[1,3]thiazolo[4,5-c]pyridazin-3-yl]phenol